(1,1,1-Trifluoro-3-methoxy-2-methylpropan-2-yl)hydrazine FC(C(COC)(C)NN)(F)F